ClC1=C(C(=CC=C1Cl)F)C1(CN(CC1)C(=O)OC(C)(C)C)NC=1C=CC=2N=CN(C(C2N1)=O)C(C)C tert-butyl 3-(2,3-dichloro-6-fluorophenyl)-3-({3-isopropyl-4-oxopyrido[3,2-d]pyrimidin-6-yl}amino)pyrrolidine-1-carboxylate